(S)-5-(benzyloxy)-4-(14-(benzyloxy)-14-oxotetradecanamido)-5-oxopentanoic acid C(C1=CC=CC=C1)OC([C@H](CCC(=O)O)NC(CCCCCCCCCCCCC(=O)OCC1=CC=CC=C1)=O)=O